((2R,3S,4R,5R)-5-(4-aminopyrrolo[2,1-f][1,2,4]triazin-7-yl)-5-cyano-3,4-dihydroxytetrahydrofuran-2-yl)methyl 2-((tert-butoxycarbonyl)amino)-2-methylpropanoate C(C)(C)(C)OC(=O)NC(C(=O)OC[C@H]1O[C@@]([C@@H]([C@@H]1O)O)(C#N)C1=CC=C2C(=NC=NN21)N)(C)C